3-(5-(3-chloro-4-hydroxyphenyl)-1H-indazol-1-yl)-2,6-difluorophenol ClC=1C=C(C=CC1O)C=1C=C2C=NN(C2=CC1)C=1C(=C(C(=CC1)F)O)F